[Si](C)(C)(C(C)(C)C)OC1=CC(=C2CNC(C2=C1)=O)C(F)(F)F 6-((tert-butyldimethylsilyl)oxy)-4-(trifluoromethyl)isoindolin-1-one